((tert-butoxycarbonyl)amino)-5-(2,3-dichlorophenyl)pyrazine C(C)(C)(C)OC(=O)NC1=NC=C(N=C1)C1=C(C(=CC=C1)Cl)Cl